NC1=NN=C(N=N1)C(=O)O 6-amino-1,2,4,5-tetrazinecarboxylic acid